CCCCCCCCCCCCCCCCCCCCCC(=O)OC[C@H](COP(=O)(O)OC[C@@H](C(=O)O)N)OC(=O)CCCCCCC/C=C\C/C=C\CCCCC 1-docosanoyl-2-(9Z,12Z-octadecadienoyl)-glycero-3-phosphoserine